FC(CN1N=CC=2C1=NC(=CN2)N2CC1(CCC2)CCN(CC1)C1=NC(=CC=C1)C(F)(F)F)F 2-[1-(2,2-difluoroethyl)-1H-pyrazolo[3,4-b]pyrazin-6-yl]-9-[6-(trifluoromethyl)pyridin-2-yl]-2,9-diazaspiro[5.5]undecane